ClC1=C(C=C(C=C1)F)C1C=2N(CC(N1)=O)C(=NC2NC(C2=CC(=CC(=C2)C(F)(F)F)F)=O)C=O N-(8-(2-chloro-5-fluorophenyl)-3-formyl-6-oxo-5,6,7,8-tetrahydroimidazo[1,5-a]pyrazin-1-yl)-3-fluoro-5-(trifluoromethyl)benzamide